COC=1C=C2C(=C3C(=NC2=CC1OC)CCCCCC3)NC3CCNCC3 N-{2,3-dimethoxy-6H,7H,8H,9H,10H,11H-cycloocta[b]quinolin-12-yl}piperidin-4-amine